C(/C1=CC=CC=C1)=C\1/NC(C2=CC=CC=C12)=O (Z)-3-benzylideneisoindolin-1-one